FC(C=1C=C(C=C(C1)C(F)(F)F)N1C(C=CC=2C3=C(C=CC12)C=CC=C3)(C3=CC=CC=C3)C3=CC=CC=C3)(F)F 4-(3,5-bis(trifluoromethyl)phenyl)-3,3-diphenyl-3,4-dihydrobenzo[f]quinoline